COC1=C(C(=NC=C1)N)N methoxypyridine-2,3-diamine